(3Z,6Z)-nona-3,6-dien CC\C=C/C\C=C/CC